C(C=C)C=1C=C(C(=C(C#N)C1)C(C)(C)O)C1=CC2=C(NC(=N2)C)C=C1 5-allyl-2-(2-hydroxypropan-2-yl)-3-(2-methyl-1H-benzoimidazol-5-yl)benzonitrile